N-(3-bromopropyl)triethylammonium bromide [Br-].BrCCC[N+](CC)(CC)CC